C1=CC=CC=2C3=CC=CC=C3C(C12)COC(=O)N[C@@H](COCCCO)C(=O)O N-(((9H-fluoren-9-yl)methoxy)carbonyl)-O-(3-hydroxypropyl)-L-serine